NC([C@H](CCC(=O)OC(C)(C)C)N1C(C2=C(C=C3C(=C2C1)OCC31CCN(CC1)C(=O)OC(C)(C)C)C)=O)=O tert-butyl (S)-7-(1-amino-5-(tert-butoxy)-1,5-dioxopentan-2-yl)-5-methyl-6-oxo-7,8-dihydro-2H,6H-spiro[furo[2,3-e]isoindole-3,4'-piperidine]-1'-carboxylate